COC(=O)C=1C(=CC2=C(N=C(S2)C(F)(F)F)C1)N.C(#N)C1=CC2=C(N(C(N2)=O)CCNC(C)=O)C=C1 N-(2-(5-cyano-2-Oxo-2,3-dihydro-1H-benzo[d]Imidazol-1-yl)ethyl)acetamide methyl-6-amino-2-(trifluoromethyl)benzo[d]thiazole-5-carboxylate